7,8-dihydro-5H-pyrano[4,3-d]pyrimidin-4-ol N1=CN=C(C2=C1CCOC2)O